bis(hexanediol) diacrylate C(C=C)(=O)O.C(C=C)(=O)O.C(CCCCC)(O)O.C(CCCCC)(O)O